O[C@H]1C[C@H]2CC[C@H]3[C@@H]4CC[C@H]([C@@H](CCC(=O)O)C)[C@]4([C@@H](C[C@@H]3[C@]2(CC1)C)O)C 3α,12β-dihydroxy-5β-cholanoic acid